C(C)(=O)NC1=NC(NC=C1)=O N4-(acetyl)cytosine